rel-(2R,3S)-2-methylpyrrolidin-3-ol hydrochloride Cl.C[C@H]1NCC[C@@H]1O |o1:2,6|